2-[4-(2-amino-[1,2,4]triazolo[1,5-a]pyridin-7-yl)pyrazol-1-yl]acetic acid NC1=NN2C(C=C(C=C2)C=2C=NN(C2)CC(=O)O)=N1